2-((3'-chloro-3-(1-(pyridin-3-ylmethyl)-1H-pyrazol-3-yl)-[1,1'-biphenyl]-4-yl)amino)-N-methylethane-1-sulfonamide ClC=1C=C(C=CC1)C1=CC(=C(C=C1)NCCS(=O)(=O)NC)C1=NN(C=C1)CC=1C=NC=CC1